N-{[4-(2-{2-[3-(2-aminoethyl)imidazo[1,2-a]pyridin-6-yl]-5-fluorophenoxy}ethyl)-1,5-dimethyl-1H-pyrazol-3-yl]methyl}methanesulfonamide NCCC1=CN=C2N1C=C(C=C2)C2=C(OCCC=1C(=NN(C1C)C)CNS(=O)(=O)C)C=C(C=C2)F